1-(4-((5,5-dimethyl-2,4-dioxo-3-((2-(trimethylsilyl)ethoxy)methyl)imidazolidin-1-yl)methyl)-4-methylcyclohexyl)-3-isopropylpyrimidine-2,4,6(1H,3H,5H)-trione CC1(C(N(C(N1CC1(CCC(CC1)N1C(N(C(CC1=O)=O)C(C)C)=O)C)=O)COCC[Si](C)(C)C)=O)C